C(C)(C)N1CCN(CC1)C1=NC(=NC(=N1)N1CCOCC1)C=1C=CC2=C(N=C(O2)N)C1 5-(4-(4-isopropylpiperazin-1-yl)-6-morpholino-1,3,5-triazin-2-yl)benzo[d]oxazol-2-amine